C(C)C(CP([O-])([O-])=O)CCCC.[Ni+2] nickel (2-ethylhexyl)phosphonate